N-[5-[4-(cyclohexylcarbamoyl)-3,5-difluorophenyl]-4-fluoro-2-[rac-(3R,5S)-3,4,5-trimethylpiperazin-1-yl]phenyl]-6-oxo-4-(trifluoromethyl)-1H-pyridine-3-carboxamide C1(CCCCC1)NC(=O)C1=C(C=C(C=C1F)C=1C(=CC(=C(C1)NC(=O)C1=CNC(C=C1C(F)(F)F)=O)N1C[C@H](N([C@H](C1)C)C)C)F)F |r|